N1(CCNCCC1)C(=O)C=1C=C(C=CC1)C1=CC=C(O1)C=C1C(NC2=CC=C(C=C12)Cl)=O 3-((5-(3-(1,4-diazepane-1-carbonyl)phenyl)furan-2-yl)methylene)-5-chloroindolin-2-one